3,4-dichlorophenoxyacetic acid ClC=1C=C(OCC(=O)O)C=CC1Cl